O=C1NC(CCC1N1C(C2=CC=C(C=C2C1)C(=O)NC(=N)C1=CC2=CC=C(C=C2C=C1)OC)=O)=O 2-(2,6-dioxopiperidin-3-yl)-N-(6-methoxynaphthalene-2-carboximidoyl)-1-oxo-3H-isoindole-5-carboxamide